Methyl (S)-2-(5-(N-(8-aminooctyl)-1-(isoquinolin-4-yl)piperidine-3-carboxamido)-2-oxopyridin-1(2H)-yl)acetate NCCCCCCCCN(C(=O)[C@@H]1CN(CCC1)C1=CN=CC2=CC=CC=C12)C=1C=CC(N(C1)CC(=O)OC)=O